3-(5,7-difluoro-6-iodo-4-oxo-1,4-dihydroquinolin-2-yl)-4-(ethylthio)benzonitrile FC1=C2C(C=C(NC2=CC(=C1I)F)C=1C=C(C#N)C=CC1SCC)=O